C1(=CC=C(C=C1)P(C1=CC=C(C=C1)C1=CC=CC=C1)N)C1=CC=CC=C1 bis([1,1'-biphenyl]-4-yl)phosphino-amine